CC(C=O)=CCC1=C(CCCC1(C)C)C 2-methyl-4-(2,6,6-trimethyl-1-cyclohexene-1-yl)-2-butenal